C(C1=CC=CC=C1)OC(C(=O)OCC)C ethyl 2-(benzyloxy)propionate